ClC=1C=CC=2N(C1)C=C(N2)CNC2=CC(=NC=C2)NC(=O)[C@@H]2[C@H](C2)C2=CC(=CC=C2)Cl (1S,2S)-N-(4-(((6-chloroimidazo[1,2-a]pyridin-2-yl)methyl)amino)pyridin-2-yl)-2-(3-chlorophenyl)cyclopropane-1-carboxamide